tert-butyl(3-((4-(2-methyl-6-(methylcarbamoyl)pyridin-3-yl)piperazin-1-yl)methyl)phenyl)carbamate C(C)(C)(C)OC(NC1=CC(=CC=C1)CN1CCN(CC1)C=1C(=NC(=CC1)C(NC)=O)C)=O